N7-(2'-methoxy-2'-methylpropyl)-2-(1H-pyrazol-5-yl)thieno[3,2-b]pyridine-5,7-diamine COC(CNC1=C2C(=NC(=C1)N)C=C(S2)C2=CC=NN2)(C)C